4-(((R)-1-(3-(1,1-difluoro-2-hydroxyethyl)-2-fluorophenyl)ethyl)amino)-6-(4-hydroxycyclohex-1-en-1-yl)-2-methylpyrido[2,3-d]pyrimidin FC(CO)(F)C=1C(=C(C=CC1)[C@@H](C)NC=1C2=C(N=C(N1)C)N=CC(=C2)C2=CCC(CC2)O)F